C(C)(C)(C)OC(=O)N1CC=CC=C1.C(N)(=O)C=1N=NC(=CC1NC=1C=NN(C1)CC1CNC1)C1=C(C=CC=C1F)F 3-((4-((3-carbamoyl-6-(2,6-difluorophenyl)pyridazin-4-yl)amino)-1H-pyrazol-1-yl)methyl)azetidine tert-Butyl-pyridine-1-carboxylate